C(C)(C)(C)OC(=O)C1=N[C@@H]2C(NC1)=CC=CC2 (S)-3-(tert-butyloxycarbonyl)-1,2,4a,5-tetrahydrobenzo[b]pyrazine